ethyl (S,E)-4-(4-(2-(2-cyano-6-(4-(dimethylamino)but-2-enoyl)-4,5,6,7-tetrahydrothieno[2,3-c]pyridin-4-yl)phenyl)-3-(trifluoromethyl)-1H-pyrazol-1-yl)butanoate C(#N)C1=CC2=C(CN(C[C@H]2C2=C(C=CC=C2)C=2C(=NN(C2)CCCC(=O)OCC)C(F)(F)F)C(\C=C\CN(C)C)=O)S1